(S)-1'-(3-(1-(2-amino-3-chloropyridin-4-yl)vinyl)-1H-pyrazolo[3,4-b]pyrazin-6-yl)-6-fluoro-1,3-dihydro-spiro[inden-2,4'-piperidin]-1-amine NC1=NC=CC(=C1Cl)C(=C)C1=NNC2=NC(=CN=C21)N2CCC1(CC2)[C@@H](C2=CC(=CC=C2C1)F)N